ClC1=C(C=CC(=C1)OC1=CC=C(C=C1)Cl)C1(OC1)C#N 2-(2-chloro-4-(4-chlorophenoxy)phenyl)oxirane-2-carbonitrile